ClC=1C(=NC=CC1C1=NC(=C(C=C1)CNC[C@@H]1NC(CC1)=O)OC)C=1C(=C(C=CC1)NC(C1=NC=C(C=C1)CNCCO)=O)C (R)-N-(3-(3'-chloro-6-methoxy-5-((((5-oxopyrrolidin-2-yl)methyl)amino)methyl)-[2,4'-bipyridin]-2'-yl)-2-methylphenyl)-5-(((2-hydroxyethyl)amino)methyl)picolinamide